4-(3-Chloroanilino)-2'-[(2R)-3-{[(5S,7S)-5,7-dimethyl-5,6,7,8-tetrahydroquinolin-4-yl]oxy}-2-methylpropyl]-2',3'-dihydrospiro[cyclohexane-1,1'-indene]-4-carboxylic acid ClC=1C=C(NC2(CCC3(C(CC4=CC=CC=C34)C[C@H](COC3=CC=NC=4C[C@H](C[C@@H](C34)C)C)C)CC2)C(=O)O)C=CC1